BrC1=CN=C2C(=N1)SC(=C2)[C@H](O)C2CC(C2)(F)F (R)-(3-bromothieno[2,3-b]pyrazin-6-yl)(3,3-difluorocyclobutyl)methanol